1-(morpholinomethyl)cyclopropane-1-carbaldehyde O1CCN(CC1)CC1(CC1)C=O